5-((5-methyl-4-((1-phenylpropyl)amino)pyrimidin-2-yl)amino)benzo[c][1,2]oxaborol-1(3H)-ol CC=1C(=NC(=NC1)NC1=CC2=C(B(OC2)O)C=C1)NC(CC)C1=CC=CC=C1